ClC1=CB(OC2=C1C=C(C=C2)NC2=NN(C=C2C(=O)N)[C@@H]2COCC[C@H]2C#N)O 3-[(4-chloro-2-hydroxy-1,2-benzoxaborinin-6-yl)amino]-1-(trans-4-cyanotetrahydro-2H-pyran-3-yl)pyrazole-4-carboxamide